FC(\C=C/C1CCN(CC1)C(=O)OC(C)(C)C)(F)F (Z)-tert-Butyl 4-(3,3,3-trifluoroprop-1-enyl)piperidine-1-carboxylate